1-cyclopropyl-N-(2-(trifluoromethyl)benzyl)methanamine C1(CC1)CNCC1=C(C=CC=C1)C(F)(F)F